C1(CC1)[C@@H](C(=O)NCC1=C2C(=NC=3C=C(C(=CC13)C)F)C1=CC3=C(C(N1C2)=O)COC([C@]3(O)CC)=O)O (S)-2-cyclopropyl-N-(((S)-4-ethyl-8-fluoro-4-hydroxy-9-methyl-3,14-dioxo-3,4,12,14-tetrahydro-1H-pyrano[3',4':6,7]indolizino[1,2-b]quinolin-11-yl)methyl)-2-hydroxyacetamide